1-(4-(Trifluoromethyl)phenyl)ethyl methanesulfonate CS(=O)(=O)OC(C)C1=CC=C(C=C1)C(F)(F)F